C(C1=CC=CC=C1)OCC=1N=C(SC1COCC1=CC=CC=C1)C=O 4,5-bis((benzyloxy)methyl)thiazole-2-carbaldehyde